(S)-1-(1-(3-chloro-2-(chloromethyl)-5-fluorophenyl)ethyl)imidazolidin-2-one ClC=1C(=C(C=C(C1)F)[C@H](C)N1C(NCC1)=O)CCl